6-[4-[2-fluoro-5-[[4-oxo-7-[3-(trifluoromethyl)azetidin-1-yl]-3H-phthalazin-1-yl]methyl]benzoyl]piperazin-1-yl]pyridine-3-carbonitrile FC1=C(C(=O)N2CCN(CC2)C2=CC=C(C=N2)C#N)C=C(C=C1)CC1=NNC(C2=CC=C(C=C12)N1CC(C1)C(F)(F)F)=O